N-(1-chloro-3-(2,4-dimethylphenyl)propan-2-yl)-1-methyl-4-(3-(trifluoromethyl)phenoxy)-1H-1,2,3-triazole-5-carboxamide ClCC(CC1=C(C=C(C=C1)C)C)NC(=O)C1=C(N=NN1C)OC1=CC(=CC=C1)C(F)(F)F